5-oxooxolan-3-acetic acid ethyl ester C(C)OC(CC1COC(C1)=O)=O